CC1=C(C(=O)NC2(CC2)C2=C3C=CC=NC3=CC(=C2)N(S(=O)(=O)C)C)C=C(C=C1)OCC1N(CC1)C 2-Methyl-5-((1-methylazetidin-2-yl)methoxy)-N-(1-(7-(N-methylmethylsulfonamido)quinolin-5-yl)cyclopropyl)benzamide